7-[(isopropylamino)methyl]-3,3-dimethyl-N-{3-[(1s,3s)-3-(cyanomethyl)-1-(4-methyl-1,2,4-triazol-3-yl)cyclobutyl]phenyl}-1H,2H-pyrrolo[3,2-b]pyridine-5-carboxamide C(C)(C)NCC1=C2C(=NC(=C1)C(=O)NC1=CC(=CC=C1)C1(CC(C1)CC#N)C1=NN=CN1C)C(CN2)(C)C